1-Chloro-4-phenylethynyl-benzene ClC1=CC=C(C=C1)C#CC1=CC=CC=C1